tert-butyl 6-(2-hydroxypropan-2-yl)-2-(methoxy(methyl)carbamoyl)-1H-pyrrolo[2,3-b]pyridine-1-carboxylate OC(C)(C)C1=CC=C2C(=N1)N(C(=C2)C(N(C)OC)=O)C(=O)OC(C)(C)C